O1CCN(CC1)C1=NC(=C2C=C(C=NC2=C1)O)OC1CCC(CC1)NC1=NC=CC=N1 7-Morpholino-5-(((1s,4s)-4-(pyrimidin-2-ylamino)cyclohexyl)oxy)-1,6-naphthyridin-3-ol